2-methoxy-9-[(piperidin-4-yl)amino]acridine-3-carbonitrile COC1=CC2=C(C3=CC=CC=C3N=C2C=C1C#N)NC1CCNCC1